NC1CCC(CC1)CCC(C)(C)NCC(O)C=1C=NC=C(C1)F 2-((4-((1r,4S)-4-Aminocyclohexyl)-2-methylbutan-2-yl)amino)-1-(5-fluoropyridin-3-yl)ethan-1-ol